1-Benzyl-3-(1-(4-fluorophenyl)-6-methyl-1H-indazol-5-yl)-1H-pyrrole-2,5-dione C(C1=CC=CC=C1)N1C(C(=CC1=O)C=1C=C2C=NN(C2=CC1C)C1=CC=C(C=C1)F)=O